FC1=C(C=C(C(=C1)F)C1=NC=NC2=CC(=CC=C12)N1CCOCC1)C(C(=O)N)C=1C=NC=CC1 2-[2,4-Difluoro-5-(7-morpholin-4-yl-quinazolin-4-yl)-phenyl]-2-pyridin-3-ylacetamide